dodeca-11-yn-1-ol C(CCCCCCCCCC#C)O